C1(CC1)N1C[C@@H]2[C@H](CC1)NC(N2C=2SC1=C(N2)C2=C(C=C1)OCC2)=O |r| rac-(3ar,7as)-5-cyclopropyl-3-(7,8-dihydrofuro[3,2-e][1,3]benzothiazol-2-yl)octahydro-2H-imidazo[4,5-c]pyridin-2-one